5-(difluoromethyl)-1-methyl-triazole-4-carboxylic acid ethyl ester C(C)OC(=O)C=1N=NN(C1C(F)F)C